fmoc-L-aspartic acid 4-tert-butyl ester C(C)(C)(C)OC(C[C@H](NC(=O)OCC1C2=CC=CC=C2C2=CC=CC=C12)C(=O)O)=O